C(C)(C)(C)[Si](OC1CC(C1)B1OC(C(O1)(C)C)(C)C)(C)C tert-butyldimethyl(3-(4,4,5,5-tetramethyl-1,3,2-dioxaborolan-2-yl)cyclobutoxy)silane